COC1=CC=C(C(=O)NC2CCC(CC2)NC2=CC(=CC=3N2C=C(N3)C(F)(F)F)Cl)C=C1 4-methoxy-N-[(1s,4s)-4-{[7-chloro-2-(trifluoromethyl)imidazo[1,2-a]pyridin-5-yl]amino}cyclohexyl]benzamide